N-(2-chloroethyl)dimethylamine hydrochloride Cl.ClCCN(C)C